C(#C)C1=CC=CC=N1 6-ethynylpyridin